C(C1=CC=CC=C1)OC=1C=C2CCC(=C(C2=CC1)C1=CC=C(C=C1)N1CCC(CC1)C(OC)OC)C1=NN(C=C1)C 1-[4-[6-benzyloxy-2-(1-methylpyrazol-3-yl)-3,4-dihydronaphthalen-1-yl]phenyl]-4-(dimethoxymethyl)piperidine